FC=1C(=C(C=O)C=C(C1)C1=CN=C(S1)C1=CC=C(C=C1)N1CCCC1)O 3-fluoro-2-hydroxy-5-(2-(4-(pyrrolidin-1-yl)phenyl)thiazol-5-yl)Benzaldehyde